2-oxopropane-1,3-diyl didodecanoate C(CCCCCCCCCCC)(=O)OCC(COC(CCCCCCCCCCC)=O)=O